(S)-ethyl 8-(2-amino-6-((R)-1-(4-(benzo[d]isothiazol-6-yl)phenyl)-2,2,2-trifluoroethoxy)pyrimidin-4-yl)-2,8-diazaspiro[4.5]decane-3-carboxylate NC1=NC(=CC(=N1)N1CCC2(C[C@H](NC2)C(=O)OCC)CC1)O[C@@H](C(F)(F)F)C1=CC=C(C=C1)C1=CC2=C(C=NS2)C=C1